C(C)[C@H]1OC2=C(CNC1)C=C1C=CC=CC1=C2 (R)-2-ethyl-2,3,4,5-tetrahydronaphtho[2,3-f][1,4]oxazepine